C(#N)C=1C=C2C(=NC1)N(C=C2)C2=NC=C(C(=O)NC1CCN(CC1)CC=1C=NC=C(C1)C1C(NC(CC1)=O)=O)C(=C2)NC(C)C 6-(5-cyano-1H-pyrrolo[2,3-b]pyridin-1-yl)-N-(1-((5-(2,6-dioxopiperidin-3-yl)pyridin-3-yl)methyl)piperidin-4-yl)-4-(isopropylamino)nicotinamide